10-(naphthalen-1-yl)anthracene-9-yl-boronic acid C1(=CC=CC2=CC=CC=C12)C1=C2C=CC=CC2=C(C2=CC=CC=C12)B(O)O